2-bromo-4,5-dimethoxy-benzonitrile BrC1=C(C#N)C=C(C(=C1)OC)OC